(vinylbenzyl)trimethylammonium triflate [O-]S(=O)(=O)C(F)(F)F.C(=C)C(C1=CC=CC=C1)[N+](C)(C)C